C(#C)C1=NC=CC2=CC(=CC(=C12)C1=C(C=C2C(=NC(=NC2=C1F)OC[C@]12CCCN2C[C@@H](C1)F)N1C=COCC(C1)(O)C)F)O 4-(7-(1-ethynyl-6-hydroxyisoquinolin-8-yl)-6,8-difluoro-2-(((2R,7aS)-2-fluorotetrahydro-1H-Pyrrolizine-7a(5H)-yl)methoxy)quinazolin-4-yl)-6-methyl-1,4-oxaazepine-6-ol